(R)-Methyl 3-(5-chloro-4-(hydroxymethyl)thiophen-2-yl)-3-(1-ethyl-4-methyl-1H-benzo[d][1,2,3]triazol-5-yl)propanoate ClC1=C(C=C(S1)[C@H](CC(=O)OC)C1=C(C2=C(N(N=N2)CC)C=C1)C)CO